C(C)(C)(C)OC(N[C@@H]1C2=C(OC13CCN(CC3)C=3N=C1C(=NC3)C(=NN1COCC[Si](C)(C)C)I)C=CC=C2)=O (R)-(1'-(3-iodo-1-((2-(trimethylsilyl)ethoxy)methyl)-1H-pyrazolo[4,3-b]pyrazin-6-yl)-3H-spiro[benzofuran-2,4'-piperidin]-3-yl)carbamic acid tert-butyl ester